OC=1C=C(C2=C(C=CC=C2C1)I)C(=O)N1CC=2N=C(N=C(C2C1)N1[C@@H](CCCCC1)C)OCC1(CC1)CN1CCOCC1 (R)-(3-hydroxy-8-iodonaphthalen-1-yl)(4-(2-methylazepan-1-yl)-2-((1-(morpholinomethyl)cyclopropyl)methoxy)-5,7-dihydro-6H-pyrrolo[3,4-d]pyrimidin-6-yl)methanone